FC(OC=1C=C(C=CC1C)NC(=O)NC1CN(C1)C1=CC(=C(C(=C1)F)C1C(NC(CC1)=O)=O)F)F 1-(3-(difluoromethoxy)-4-methylphenyl)-3-(1-(4-(2,6-dioxopiperidin-3-yl)-3,5-difluorophenyl)azetidin-3-yl)urea